C(CCC)C1=CC(C=CC1(O)C#C)=O 3-butyl-4-ethynyl-4-hydroxycyclohexa-2,5-dien-1-one